O=C1NCC[C@@H](N1)C(=O)O (R)-2-OXOHEXAHYDROPYRIMIDINE-4-CARBOXYLIC ACID